O1CCC2=C1C=CC(=C2)NC2=NC=CC(=C2)I N-(2,3-dihydrobenzofuran-5-yl)-4-iodopyridin-2-amine